3-methoxy-4-((3-methoxybicyclo[1.1.1]pentan-1-yl)amino)-N-(5-(5-methyl-1H-pyrazol-1-yl)-1,3,4-thiadiazol-2-yl)-2-oxo-2H-pyran-6-carboxamide COC=1C(OC(=CC1NC12CC(C1)(C2)OC)C(=O)NC=2SC(=NN2)N2N=CC=C2C)=O